FCC(OC=1C=C2C(N(C(N(C2=CC1)C1CCN(CC1)C=O)=O)CC1=CC(=C(C=C1)C)OC)=O)CF 4-{6-[2-fluoro-1-(fluoromethyl)ethoxy]-3-(3-methoxy-4-methylbenzyl)-2,4-dioxo-3,4-dihydroquinazolin-1(2H)-yl}piperidine-1-carbaldehyde